F[C@@H]1CN(CC[C@@H]1N1N=CC(=C1)[N+](=O)[O-])C(=O)OC(C)(C)C tert-butyl (3R,4S)-3-fluoro-4-(4-nitro-1H-pyrazol-1-yl)piperidine-1-carboxylate